ethyl (S)-3-(benzyl((R)-1-phenylethyl)amino)-3-(2'-(trifluoromethyl)biphenyl-3-yl)propanoate C(C1=CC=CC=C1)N([C@@H](CC(=O)OCC)C=1C=C(C=CC1)C1=C(C=CC=C1)C(F)(F)F)[C@H](C)C1=CC=CC=C1